The molecule is a derivative of vitexin having a alpha-L-rhamnosyl residue attached at the 2''-position of the glucitol moiety and a methyl group attached at the O-7 position of the chromene. It is a dihydroxyflavone, a monomethoxyflavone, a disaccharide derivative and a C-glycosyl compound. It derives from a vitexin. It is a conjugate acid of a 7-O-methylvitexin 2''-O-alpha-L-rhamnoside(1-). C[C@H]1[C@@H]([C@H]([C@H]([C@@H](O1)O[C@@H]2[C@H]([C@@H]([C@H](O[C@H]2C3=C(C=C(C4=C3OC(=CC4=O)C5=CC=C(C=C5)O)O)OC)CO)O)O)O)O)O